1-(3-acetylphenyl)-3-(3-(3-methoxyphenyl)-4-oxo-3,4-dihydroquinazolin-6-yl)urea C(C)(=O)C=1C=C(C=CC1)NC(=O)NC=1C=C2C(N(C=NC2=CC1)C1=CC(=CC=C1)OC)=O